benzyl 2-[2-[2-(2-hydroxyethoxy)ethoxy]ethoxy]acetate OCCOCCOCCOCC(=O)OCC1=CC=CC=C1